3-((2,2-difluorocyclobutyl)methoxy)-10-methoxy-1,3,4,6,7,11b-hexahydro-2H-pyrido[2,1-a]isoquinolin-2-ol FC1(C(CC1)COC1C(CC2N(CCC3=CC=C(C=C23)OC)C1)O)F